BrC1=CC=C(C=C(C(=O)OC)C#N)C=C1 methyl 4-bromo-α-cyanocinnamate